4-{2-chloro-4-[1-(3,4-dimethylphenyl)-1H-pyrazolo[4,3-c]quinolin-3-yl]phenyl}morpholine ClC1=C(C=CC(=C1)C1=NN(C2=C1C=NC=1C=CC=CC21)C2=CC(=C(C=C2)C)C)N2CCOCC2